COC1=NC2=C(C=C(C(=C2C(=C1)C)OC1=CC(=CC=C1)C(F)(F)F)OC)N {2,6-dimethoxy-4-methyl-5-[3-(trifluoromethyl)phenoxy](8-quinolyl)}amine